L-leucine-1-13C CC(C)C[C@@H]([13C](=O)O)N